ethyl (E)-3-ethoxyprop-2-enoate C(C)O/C=C/C(=O)OCC